CC=1C=C(C=CC1Cl)NC1=NC=C(C(=N1)NC1CCNCC1)C=1C=NN(C1)C N2-(3-methyl-4-chlorophenyl)-5-(1-methyl-1H-pyrazol-4-yl)-N4-(piperidin-4-yl)pyrimidine-2,4-diamine